2-(3-oxo-3-((1-(5-(trifluoromethyl)pyrimidin-2-yl)azetidin-3-yl)amino)propyl)-2H-indazole-7-formamide O=C(CCN1N=C2C(=CC=CC2=C1)C(=O)N)NC1CN(C1)C1=NC=C(C=N1)C(F)(F)F